CC[C@]1(C[C@@H](C2=C(C3=C(C=C2[C@H]1C(=O)OC)C(=O)C4=C(C3=O)C(=CC=C4)O)O)O[C@H]5C[C@@H]([C@@H]([C@@H](O5)C)O)N(C)C)O The molecule is an anthracycline that is aklavinone having an alpha-L-rhodosaminyl residue attached at position 4 via a glycosidic linkage. It has a role as an antimicrobial agent, an antineoplastic agent and a metabolite. It is an anthracycline, an aminoglycoside, a deoxy hexoside, a monosaccharide derivative, a member of tetracenequinones, a methyl ester, a polyketide, a member of phenols and a tertiary alcohol. It derives from an aklavinone. It is a conjugate base of an aclacinomycin T(1+). It is a tautomer of an aclacinomycin T zwitterion.